N1(CCCCCC1)S(=O)(=O)C=1C=C(C=CC1C)NC(CN1N=CC(=CC1=O)Cl)=O N-(3-(azepan-1-ylsulfonyl)-4-methylphenyl)-2-(4-chloro-6-oxopyridazin-1(6H)-yl)acetamide